C(C)OC(=O)C1=C(N(C2=C(C(=C(C=C12)O)Br)Br)C)CC=1SC=CC1 6,7-dibromo-5-hydroxy-1-methyl-2-thiophenylmethylindole-3-carboxylic acid ethyl ester